(3-amino-2,2-dimethylpropyl)dimethylamine NCC(CN(C)C)(C)C